1-(4-((Naphthalen-2-ylmethyl)thio)benzyl)-1H-imidazole-4-carboxylic acid methyl ester COC(=O)C=1N=CN(C1)CC1=CC=C(C=C1)SCC1=CC2=CC=CC=C2C=C1